(1S,4R)-N-hydroxy-4-((1S)-1-((2-phenylcyclopropyl)amino)ethyl)cyclohexanecarboxamide TFA Salt OC(=O)C(F)(F)F.ONC(=O)C1CCC(CC1)[C@H](C)N[C@@H]1C(C1)C1=CC=CC=C1